C1(=CC=CC=C1)P(OC1=CC=CC=C1)(OC(C1=C(C=C(C=C1C)C)C)=O)[O-] phenyl (2,4,6-trimethylbenzoyl) phenylphosphite